1-Heptyl-1-propylpiperidinium methansulfonat CS(=O)(=O)[O-].C(CCCCCC)[N+]1(CCCCC1)CCC